CC(=O)N[C@@H]1[C@H](C[C@@](O[C@H]1[C@@H]([C@@H](CO)O)O)(C(=O)O)OC[C@@H]2[C@@H]([C@@H]([C@H]([C@H](O2)O)NC(=O)C)O[C@H]3[C@@H]([C@H]([C@H]([C@H](O3)CO)O)O)O)O)O The molecule is a branched amino trisaccharide that consists of N-acetyl-alpha-D-galactosamine having a beta-D-galactosyl residue attached at the 3-position and an alpha-N-acetylneuraminosyl residue attached at the 6-position. It has a role as an epitope. It is an amino trisaccharide and a galactosamine oligosaccharide.